C1(=CC=CC2=CC=CC=C12)NC(CC)=O N-(naphthalen-1-yl)-propionamide